NC1=CC(=NC2=C(C=CC=C12)C(F)(F)F)C(F)(F)F 4-amino-2,8-bis(trifluoromethyl)-quinoline